F[C@H]1CN(CC[C@H]1OC[C@@H](C)O)C1=NC=CC(=N1)NC=1N=CC2=C(C=CC(=C2C1)C(C)C)N1[C@@H]([C@H](C1)CS(=O)(=O)C)C (2R)-1-{[(3S,4R)-3-fluoro-1-[4-({8-[(2R,3S)-3-(methanesulfonyl-methyl)-2-methylazetidin-1-yl]-5-(propan-2-yl)isoquinolin-3-yl}amino)pyrimidin-2-yl]piperidin-4-yl]oxy}propan-2-ol